diferuloyl-putrescin C(\C=C\C1=CC(OC)=C(O)C=C1)(=O)N(CCCCN)C(\C=C\C1=CC(OC)=C(O)C=C1)=O